N-[(1s,4s)-4-(2-{[4-(4-methylpiperazin-1-yl)phenyl]amino}-7-oxo-5-[2-(triisopropylsilyl)ethynyl]pyrido[2,3-d]pyrimidin-8-yl)cyclohexyl]propanamide CN1CCN(CC1)C1=CC=C(C=C1)NC=1N=CC2=C(N1)N(C(C=C2C#C[Si](C(C)C)(C(C)C)C(C)C)=O)C2CCC(CC2)NC(CC)=O